1-((1r,2r)-2-hydroxy-4,4-dimethyl-1,2,3,4-tetrahydronaphthalen-1-yl)-3-(5-methyl-2-(tetrahydro-2H-pyran-4-yl)pyridin-3-yl)urea O[C@H]1[C@@H](C2=CC=CC=C2C(C1)(C)C)NC(=O)NC=1C(=NC=C(C1)C)C1CCOCC1